(E)-2-(2-hydroxyethoxy)-N-(3-((2-(2-hydroxyethoxy)ethyl)amino)-2-methylcyclohex-2-en-1-ylidene)ethan-1-aminium chloride [Cl-].OCCOCC/[NH+]=C\1/C(=C(CCC1)NCCOCCO)C